ClC1=CC(=C2C(=N1)N(C=C2)C2CCCCC2)CO (6-chloro-1-cyclohexyl-1H-pyrrolo[2,3-B]pyridin-4-yl)methanol